COC([C@H](CC1=CC(=CC=C1)O[Si](C(C)C)(C(C)C)C(C)C)NC(=O)OC(C)(C)C)=O (S)-2-(tert-Butoxycarbonylamino)-3-(3-(triisopropylsiloxy)phenyl)-propionic acid methyl ester